CC(C(=O)OC/C(=C(/COC(C(C)C)=O)\Br)/Br)C (2E)-2,3-dibromobut-2-ene-1,4-diyl di(2-methylpropanoate)